4-bromoBenzocyclobutene BrC1=C2C(CC2)=CC=C1